5-(2,2-difluoroethoxy)-4,6-dimethoxy-pyrimidin-2-amine FC(COC=1C(=NC(=NC1OC)N)OC)F